FC(S(=O)(=O)OC1=CC(=C(C(=C1)O[Si](C)(C)C)[C@H]1C=C(CC[C@@H]1C(=C)C)C)O[Si](C)(C)C)(F)F 4-((1S,6S)-3-methyl-6-(prop-1-en-2-yl)cyclohex-2-enyl)-3,5-bis(trimethylsilyloxy)phenyl trifluoromethanesulfonate